5-acetoxy-5-(4-bromophenyl)penta-2,3-dienoic acid ethyl ester C(C)OC(C=C=CC(C1=CC=C(C=C1)Br)OC(C)=O)=O